NC1=NC=2C=CC(=CC2C2=C1C=NN2C)C(=O)N([C@@H]2COC1=C2C=CC(=C1)C1=COC(=C1)C)C 4-amino-N,1-dimethyl-N-((3S)-6-(5-methyl-3-furanyl)-2,3-dihydro-1-benzofuran-3-yl)-1H-pyrazolo[4,3-c]quinoline-8-carboxamide